[N+](=O)([O-])C=1C(=NC(=CC1)C(F)(F)F)N 3-Nitro-6-(trifluoromethyl)pyridin-2-amine